BrCC(=O)C1=NC(=CC=C1)C 2-bromo-1-(6-methylpyridin-2-yl)ethan-1-one